tert-butyl-1-(3,5-dichlorophenyl)-7-methoxy-8-(2-methoxy-5-methylpyridin-3-yl)-N-methyl-1,4-dihydrobenzopyrano[4,3-c]pyrazole-3-carboxamide C(C)(C)(C)C1OC2=C(C=C(C(=C2)OC)C=2C(=NC=C(C2)C)OC)C=2N(N=C(C21)C(=O)NC)C2=CC(=CC(=C2)Cl)Cl